N-hydroxy-5-(4-isobutoxyphenyl)-1,3,4-oxadiazole-2-carboxamide ONC(=O)C=1OC(=NN1)C1=CC=C(C=C1)OCC(C)C